(1S,3S)-3-((5-(5-((((cyclobutyl-methoxy)carbonyl)amino)methyl)-1-methyl-1H-1,2,3-triazol-4-yl)-3-methylpyrazin-2-yl)oxy)cyclohexane-1-carboxylic acid C1(CCC1)COC(=O)NCC1=C(N=NN1C)C=1N=C(C(=NC1)O[C@@H]1C[C@H](CCC1)C(=O)O)C